O1[C@@H](CC1)CNC(=O)C1=C(C2=C(CC3(C4=CN(N=C24)CC2=NC=CC=C2)CC3)O1)C(F)(F)F N-{[(2S)-Oxetan-2-yl]methyl}-2'-[(pyridin-2-yl)methyl]-8'-(trifluoromethyl)-2',5'-dihydrospiro[cyclopropane-1,4'-furo[2,3-g]indazole]-7'-carboxamide